ethyl (Z,4S)-4-[[(1S,3S,4S)-5,5-difluoro-2-azabicyclo[2.2.2]octane-3-carbonyl]amino]-2-fluoro-5-[(3S)-2-oxopyrrolidin-3-yl]pent-2-enoate FC1([C@@H]2[C@H](N[C@H](C1)CC2)C(=O)N[C@H](\C=C(\C(=O)OCC)/F)C[C@H]2C(NCC2)=O)F